F[C@@H]1CNCC[C@H]1C1=CC=CC=2N(C(N(C21)C)=O)C2C(NC(CC2)=O)=O 3-[4-[(3S,4S)-3-Fluoro-4-piperidyl]-3-methyl-2-oxo-benzimidazol-1-yl]piperidine-2,6-dione